C1(CC1)OC1=CC=CC(=N1)C1=NC=2C(=NC(=CN2)CS(=O)(=O)N)N1C1=C(C=CC=C1OC)OC (2-(6-Cyclopropoxy-pyridin-2-yl)-1-(2,6-Dimethoxyphenyl)-1H-imidazo[4,5-b]pyrazin-6-yl)methanesulfonamide